(2S)-2-(7-chloro-8-methyl-1,1-dioxido-3,4-dihydro-2H-benzo[b][1,4,5]oxathiazepin-2-yl)-3-(6-fluoro-2,3-dimethylphenyl)butanoic acid ClC=1C(=CC2=C(OCCN(S2(=O)=O)[C@H](C(=O)O)C(C)C2=C(C(=CC=C2F)C)C)C1)C